N1(CCC12CCNCC2)C(=O)N 1,7-diazaspiro[3.5]nonane-1-carboxamide